CC1(C(C1(C)C)C(=O)OCC1=C(C(=CC(=C1C)F)F)C)C 3,5-difluoro-2,6-dimethylbenzyl 2,2,3,3-tetramethylcyclopropanecarboxylate